BrC=1C=C(C(N(C1)CC=C(C)C)=O)F 5-bromo-3-fluoro-1-(3-methylbut-2-en-1-yl)pyridin-2(1H)-one